NC1=C(C=C(C=O)C=C1)OC 4-AMINO-3-METHOXYBENZALDEHYDE